CC1(NC(CC1)(C)C)C 2,2,5,5-tetramethylpyrrolidine